FC(CN[C@H]1CNCC1)(F)F (R)-N-(2,2,2-trifluoroethyl)pyrrolidin-3-amine